(S)-1-ethyl-3-(4-(trifluoromethyl)phenyl)-1,3,8-triazaspiro[4.6]undecane-2,4-dione C(C)N1C(N(C([C@]12CCNCCC2)=O)C2=CC=C(C=C2)C(F)(F)F)=O